ClS(=O)(=O)C1=C2CCN(C2=CC=C1)C(=O)OC(C)(C)C tert-butyl 4-(chlorosulfonyl)indoline-1-carboxylate